methyl-4-(5-bromo-2-hydroxybenzoyl)-1H-pyrrole-2-carboxylic acid methyl ester COC(=O)C=1N(C=C(C1)C(C1=C(C=CC(=C1)Br)O)=O)C